propylamino-4-hydroxyanthraquinone C(CC)NC1=CC=C(C=2C(C3=CC=CC=C3C(C12)=O)=O)O